F[C@H]1C[C@H](N(C1)C(CN1C[C@@H](CC1)NC1=C2C=CC=NC2=CC=C1F)=O)C#N (2S,4S)-4-fluoro-1-[2-[(3R)-3-[(6-fluoro-5-quinolinyl)amino]pyrrolidin-1-yl]acetyl]pyrrolidine-2-carbonitrile